N1-[1-(3-chlorophenyl)cyclobutyl]-2-methylpropane-1,2-diamine ClC=1C=C(C=CC1)C1(CCC1)NCC(C)(N)C